1-methyl-4-(4,4,5,5-tetramethyl-1,3,2-dioxaborolan-2-yl)-1H-indole CN1C=CC2=C(C=CC=C12)B1OC(C(O1)(C)C)(C)C